O[C@]1(CC[C@H]2[C@@]([C@H]3CC[C@]4([C@H]([C@@H]3CC2)CC[C@@H]4C(CN4N=CC(=C4)C#N)=O)C)(CC1)C)C 1-(2-((1S,3aS,3bR,5aS,8S,10aS,10bS,12aS)-8-hydroxy-8,10a,12a-trimethyloctadecahydrocyclohepta[a]cyclopenta[f]naphthalen-1-yl)-2-oxoethyl)-1H-pyrazole-4-carbonitrile